N1C[C@H](CCC1)NC(OC(C)(C)C)=O Tert-butyl (S)-piperidin-3-ylcarbamate